(S)-1-(2-(difluoromethyl)pyridin-4-yl)-4-fluoro-1-(3-(pyrimidin-5-yl)phenyl)-1H-isoindol-3-amine FC(C1=NC=CC(=C1)[C@@]1(N=C(C2=C(C=CC=C12)F)N)C1=CC(=CC=C1)C=1C=NC=NC1)F